BrC1=C(C(=O)OC(C)(C)C)C(=CC=C1C(F)(F)F)F tert-Butyl 2-bromo-6-fluoro-3-(trifluoromethyl)benzoate